C(C)(C)(C)OC(=O)N[C@H]1CC12CCN(CC2)C(=O)OCC2=CC=CC=C2 (S)-benzyl 1-((tert-butoxycarbonyl) amino)-6-azaspiro[2.5]octane-6-carboxylate